C(C1=CC=CC=C1)N1C(=O)C(=O)C2=C(C=CC=C12)Cl 1-benzyl-4-chloro-isatin